NC1=NC=CC(=N1)N1C(CCCC1)CO (1-(2-Aminopyrimidin-4-yl)piperidin-2-yl)methanol